4-(4-chloro-2-fluorobenzyl)thiazole-2-carboxylic acid ethyl ester C(C)OC(=O)C=1SC=C(N1)CC1=C(C=C(C=C1)Cl)F